C[Si](=[Zr](C1C=CC=C1)C1C=CC=C1)C dimethylsilylenebis(cyclopentadienyl)zirconium